N1C(=NC2=C1C=CC=C2)C2=CC=CC(=N2)C(=O)N2CCC(CC2)N2C(N=C(C=C2)C(=O)N)NC2=NC=CC=C2 1-(1-(6-(1H-benzo[d]imidazol-2-yl)picolinoyl)piperidin-4-yl)-2-(pyridin-2-ylamino)pyrimidine-4-carboxamide